CN1C(=C(C2=CC=CC=C12)N=NC1=CC=C(C=C1)CC1=CC=CC=C1)C1=CC=C(C=C1)CC1=CC=CC=C1 N-methyl-2-(4-benzyl-phenyl)-3-(4-benzyl-phenyl-azo)indole